1-(4-((4-((2-fluoro-4-((2-(m-tolyl)pyridin-4-yl)oxy)phenyl)amino)-7-methoxyquinazolin-6-yl)amino)piperidin-1-yl)prop-2-en-1-one FC1=C(C=CC(=C1)OC1=CC(=NC=C1)C=1C=C(C=CC1)C)NC1=NC=NC2=CC(=C(C=C12)NC1CCN(CC1)C(C=C)=O)OC